CC(COC=1C=CC(=NC1)C(C)=O)CC 1-(5-(2-methylbutoxy)pyridin-2-yl)ethan-1-one